4-((methoxymethoxy)carbonyl)-2,3,5,6-tetramethylphenyl 3-ethyl-5-fluoro-2,4-dihydroxy-6-methylbenzoate C(C)C=1C(=C(C(=O)OC2=C(C(=C(C(=C2C)C)C(=O)OCOC)C)C)C(=C(C1O)F)C)O